OC1CCC(CC1)C(=O)NC1=CC(=CC=C1)C=1C=NN(C1)C(C)C 4-hydroxy-N-(3-(1-isopropyl-1H-pyrazol-4-yl)phenyl)cyclohexanecarboxamide